4-(5-bromothiophene-2-yl)piperidine BrC1=CC=C(S1)C1CCNCC1